O[C@@H]1[C@H](C2=CC=C(C=C2C1)OCC=1C(=C(C=CC1)C1=CC=CC=C1)C)NCCNC(C)=O N-(2-(((1S,2S)-2-hydroxy-5-((2-methyl-[1,1'-biphenyl]-3-yl)methoxy)-2,3-dihydro-1H-inden-1-yl)amino)ethyl)acetamide